2-(3,4-dimethoxyphenyl)-3,7-dimethyl-5-(1-(2-(tetrahydro-2H-pyran-4-yl)octahydrocyclopenta[c]pyrrol-5-yl)piperidin-4-yl)-3H-imidazo[4,5-b]pyridine COC=1C=C(C=CC1OC)C1=NC=2C(=NC(=CC2C)C2CCN(CC2)C2CC3C(CN(C3)C3CCOCC3)C2)N1C